3-(but-2-enoyl)-4-phenyloxazolidin-2-one C(C=CC)(=O)N1C(OCC1C1=CC=CC=C1)=O